C(C1=CC=CC=C1)(=O)N(C(=O)N)C1=CC=CC=C1 anti-(benzoylphenylurea)